C(C1=CC=CC=C1)OC(=O)N1C(CCC1)CC(C(=O)O)(C1=CC=CC=C1)C1=CC(=CC=C1)F 3-(1-((benzyloxy)carbonyl)pyrrolidin-2-yl)-2-(3-fluorophenyl)-2-phenylpropionic acid